[5-[bis[(4-methoxyphenyl)methyl]amino]-1-cyclopropyl-6-methyl-pyrrolo[3,2-b]pyridin-2-yl]methanol COC1=CC=C(C=C1)CN(C1=C(C=C2C(=N1)C=C(N2C2CC2)CO)C)CC2=CC=C(C=C2)OC